pyrimidoAzole N1C=NC=C2C1=CC=N2